2,2-bis(4-hydroxyphenyl)pentane OC1=CC=C(C=C1)C(C)(CCC)C1=CC=C(C=C1)O